CO[C@@H]1[C@H](C1)C(=O)O |r| rac-(1S,2S)-2-methoxycyclopropane-1-carboxylic acid